pentaerythritol dioleyl-diphosphite C(CCCCCCC\C=C/CCCCCCCC)P(OP(O)(O)CCCCCCCC\C=C/CCCCCCCC)(O)O.OCC(CO)(CO)CO